CC(CC)CC(CCCCCCC)C 3,5-dimethyldodecane